platinum-copper-nickel [Ni].[Cu].[Pt]